4-(2-hydroxybutyl)benzaldehyde OC(CC1=CC=C(C=O)C=C1)CC